heptyndiol C(C#CCCCC)(O)O